1,1,1,3,3,3-Hexafluoropropan-2-yl (R)-1-((2-(trifluoromethyl)pyrimidin-5-yl)carbamoyl)-6-azaspiro[2.5]octan-6-carboxylat FC(C1=NC=C(C=N1)NC(=O)[C@@H]1CC12CCN(CC2)C(=O)OC(C(F)(F)F)C(F)(F)F)(F)F